[Si](C1=CC=CC=C1)(C1=CC=CC=C1)(C(C)(C)C)OCC1N(C(CCC1C(C)C)=O)C(=O)OC(C)(C)C tert-Butyl 2-[[tert-butyl (diphenyl)silyl]oxymethyl]-3-isopropyl-6-oxo-piperidine-1-carboxylate